N-tert-butyl-N-methyl-2-[methyl({2-[4-(oxetan-3-yloxy)pyridin-2-yl]-5H,6H,7H-cyclopenta[d]pyrimidin-4-yl})amino]acetamide C(C)(C)(C)N(C(CN(C=1C2=C(N=C(N1)C1=NC=CC(=C1)OC1COC1)CCC2)C)=O)C